ClC=1C(=CC(=C(CNCC2=NC=CC=N2)C1)OCC1=NC=CN=C1)OCC=1C(=C(C=CC1)C1=C(C(=CC=C1)OCC1CN(CCC1)C)Cl)C N-(5-chloro-4-((2'-chloro-2-methyl-3'-((1-methylpiperidin-3-yl)methoxy)-[1,1'-biphenyl]-3-yl)methoxy)-2-(pyrazin-2-ylmethoxy)benzyl)-1-(pyrimidin-2-yl)methanamine